CC(C)(C)C1=CC=C(C=C1)NC2=CC=CC=C2 4-tert-butyldiphenylamine